N(C1=CC=CC=C1)C1=NC(=NC=C1C)NC=1C=C(C(=C(C(=O)OC)C1)B1OCC(CO1)(C)C)C methyl 5-[(4-anilino-5-methyl-pyrimidin-2-yl)amino]-2-(5,5-dimethyl-1,3,2-dioxaborinan-2-yl)-3-methyl-benzoate